N1(C=NC=C1)C=1C=C2C(=C(N1)C(=O)NC1CCC(CC1)NCC(F)(F)F)NN=C2 5-(1H-imidazol-1-yl)-N-((1r,4r)-4-((2,2,2-trifluoroethyl)amino)cyclohexyl)-1H-pyrazolo[3,4-c]Pyridine-7-carboxamide